[Si](C)(C)(C(C)(C)C)OCC1CNC=2C(=C(C=NC2C1)C=1C=C2C=C(N=CC2=C(C1F)NC(O[C@H]1COCC1)=O)NC(OC(C)(C)C)=O)C tert-Butyl ((R)-tetrahydrofuran-3-yl) (6-(7-(((tert-butyldimethylsilyl)oxy)methyl)-4-methyl-5,6,7,8-tetrahydro-1,5-naphthyridin-3-yl)-7-fluoroisoquinoline-3,8-diyl)dicarbamate